C(C)(C)(C)OC(=O)N1[C@@H](CCCC1)C1=NC(=NO1)CC(NC1=CC=CC=C1)=O (S)-2-(3-(2-oxo-2-(phenylamino)ethyl)-1,2,4-oxadiazol-5-yl)piperidine-1-carboxylic acid tert-butyl ester